COC1=C(OC=2C(=CC(=NC2)C(F)(F)F)C(=O)N)C=CC(=C1)OC(F)(F)F 5-[2-methoxy-4-(trifluoromethoxy)phenoxy]-2-(trifluoromethyl)pyridine-4-carboxamide